bis(biphenyl-4-yl){4-[9-(2-bromophenyl)-9H-fluoren-9-yl]phenyl}amine C1(=CC=C(C=C1)N(C1=CC=C(C=C1)C1(C2=CC=CC=C2C=2C=CC=CC12)C1=C(C=CC=C1)Br)C1=CC=C(C=C1)C1=CC=CC=C1)C1=CC=CC=C1